(S)-6-(1-amino-1,3-dihydrospiro[indene-2,4'-piperidin]-1'-yl)-3-(6-fluoro-7,8-dihydroquinolin-5-yl)-1,5-dihydro-4H-pyrazolo[3,4-d]pyrimidin-4-one N[C@@H]1C2=CC=CC=C2CC12CCN(CC2)C=2NC(C1=C(N2)NN=C1C=1C=2C=CC=NC2CCC1F)=O